FC(C=1C=C(OC2=CC=C(C=C2)S(=O)(=O)Cl)C=CC1)(F)F 4-[3-(trifluoromethyl)phenoxy]benzenesulfonyl chloride